FC1=C(C=CC(=C1O)F)C1=NN=C(S1)CN1C2(CC2)C(N(C1=O)CC1=NC=CC=N1)=O 4-((5-(2,4-difluoro-3-hydroxyphenyl)-1,3,4-thiadiazol-2-yl)methyl)-6-(pyrimidin-2-ylmethyl)-4,6-diazaspiro[2.4]heptane-5,7-dione